(Z)-1-(4-amino-2-fluoro-but-2-en-1-yl)-4-(3-(N,N-dimethylsulfamoyl)phenyl)-N-methoxy-N-methyl-1H-benzo[d][1,2,3]triazole-6-carboxamide NC\C=C(\CN1N=NC2=C1C=C(C=C2C2=CC(=CC=C2)S(N(C)C)(=O)=O)C(=O)N(C)OC)/F